(thiazol-2-yl)ethenone S1C(=NC=C1)C=C=O